C1(=C(C=CC=C1)P(C1=C(C=CC=C1)C)C1=C(C=CC=C1)C)C tris(o-tolyl)-phosphine